ClC1=CC2=C(C=N1)N(C(N2C2=CC=C(C=C2)C(C#N)(C)C)=O)C 2-(4-(6-Chloro-3-methyl-2-oxo-2,3-dihydro-1H-imidazo[4,5-c]pyridin-1-yl)phenyl)-2-methylpropanenitrile